2-(3,4-dichlorophenyl)-1-ethyl-4-oxo-6-(triazol-1-ylmethyl)pyridine-3-carboxylic acid ClC=1C=C(C=CC1Cl)C=1N(C(=CC(C1C(=O)O)=O)CN1N=NC=C1)CC